C1(CC1)CN1C(=CC2=CC(=CC(=C12)C=1C(=NC=CC1)CC)C(=O)N1CCN(CC1)C1=NC=C(C=C1OC)F)C=1CN(CCC1)C(=O)OC(C)(C)C 1-Tert-butyl 3-(1-(cyclopropylmethyl)-7-(2-ethylpyridin-3-yl)-5-(4-(5-fluoro-3-methoxypyridin-2-yl)piperazine-1-carbonyl)-1H-indol-2-yl)-5,6-dihydropyridine-1(2H)-carboxylate